N-[3-(3,5-dimethylisoxazol-4-yl)-4-(2-morpholinoethoxy)phenyl]-4-fluoro-2-methyl-pyrazole-3-carboxamide CC1=NOC(=C1C=1C=C(C=CC1OCCN1CCOCC1)NC(=O)C=1N(N=CC1F)C)C